[N+](=O)([O-])C1=CC=C(C=C1)C#CC1=CC=C(C(=O)N)C=C1 4-[2-(4-Nitrophenyl)ethynyl]Benzamide